3-(3-(2-chloro-3-(dimethylamino)-phenyl)-1H-pyrazolo-[3,4-b]pyrazin-6-yl)-4-methylpiperidin-4-amine ClC1=C(C=CC=C1N(C)C)C1=NNC2=NC(=CN=C21)C2CNCCC2(N)C